5-benzyl-N-(1-methyl-9,9-dioxido-2-oxo-1,2,3,4,5,10-hexahydro-8H-thieno[3',4':3,4]pyrazolo[1,5-a][1,3]diazepin-3-yl)-4H-1,2,4-triazole-3-carboxamide C(C1=CC=CC=C1)C=1NC(=NN1)C(=O)NC1C(N(C=2N(CC1)N=C1C2CS(C1)(=O)=O)C)=O